6-(2-chloro-5,6-dimethylpyrimidin-4-yl)-3-cyclopropyl-5,6,7,8-tetrahydro-1,6-naphthyridine ClC1=NC(=C(C(=N1)N1CC=2C=C(C=NC2CC1)C1CC1)C)C